C(=CCCCCO)O hexen-1,6-diol